(Z)-3,7-DIMETHYL-OCTA-2,7-DIENAL C/C(=C/C=O)/CCCC(=C)C